2-(6-(4-(5-(benzyloxy)-6-methylpyrimidine-4-carbonyl)piperazin-1-yl)-2-(cyclohepta-1-en-1-yl)-5-ethyl-7-oxo-[1,2,4]triazolo[1,5-a]pyrimidin-4(7H)-yl)-N-(4-(tert-butyl)phenyl)acetamide C(C1=CC=CC=C1)OC=1C(=NC=NC1C)C(=O)N1CCN(CC1)C1=C(N(C=2N(C1=O)N=C(N2)C2=CCCCCC2)CC(=O)NC2=CC=C(C=C2)C(C)(C)C)CC